2-{1-[(2,2-difluorocyclopropyl)methyl]-3-[(1,3-dimethyl-1H-pyrazol-4-yl)amino]-1H-indazol-5-yl}propan-2-ol FC1(C(C1)CN1N=C(C2=CC(=CC=C12)C(C)(C)O)NC=1C(=NN(C1)C)C)F